3-Bromo-5-chloro-1,8-naphthyridine BrC=1C=NC2=NC=CC(=C2C1)Cl